2-Methoxy-3,5-dichloro-4-aminobenzoic acid COC1=C(C(=O)O)C=C(C(=C1Cl)N)Cl